(S)-5,5-dimethyl-3-(phenylsulfonyl)thiazolidine-4-carboxylic acid CC1([C@@H](N(CS1)S(=O)(=O)C1=CC=CC=C1)C(=O)O)C